O1CCC(CC1)N1N=CC=2C1=NC=NC2N 1-(Tetrahydro-2h-Pyran-4-Yl)-1h-Pyrazolo[3,4-D]pyrimidin-4-Amine